C(#N)C(C)(C)C1=NN=C(O1)C(=O)NC1C2=C(CN(CC1)CCO)C=C(C=C2)C2=NC(=NC=C2)NC=2C=NN(C2)C 5-(2-cyanopropan-2-yl)-N-(2-(2-hydroxyethyl)-8-(2-((1-methyl-1H-pyrazol-4-yl)amino)pyrimidin-4-yl)-2,3,4,5-tetrahydro-1H-benzo[c]azepin-5-yl)-1,3,4-oxadiazole-2-carboxamide